C(CCCCCCCCCCCCCCC)(=O)N1[C@@H](CCC1)C(=O)N1[C@@H](CCC1)C(=O)O palmitoyl-prolyl-proline